tert-butyl (4R-6R)-6-[[(1E)-2-cyclopropyl-4-(4-fluorophenyl)-3-quinolinyl] ethenyl]-2,2-dimethyl-1,3-dioxane-4-acetate C1(CC1)C1=NC2=CC=CC=C2C(=C1C=C[C@H]1C[C@@H](OC(O1)(C)C)CC(=O)OC(C)(C)C)C1=CC=C(C=C1)F